8-((3R,4R)-3-ethyl-4-(3-(trifluoromethoxy)phenoxy)piperidin-1-yl)-5-methyl-6-oxo-5,6-dihydro-1,5-naphthyridine-2-carbonitrile C(C)[C@@H]1CN(CC[C@H]1OC1=CC(=CC=C1)OC(F)(F)F)C1=CC(N(C=2C=CC(=NC12)C#N)C)=O